CC=1C(=CC=C2C=CC=NC12)C1=CC=C(OC2CCN3C(CCC3C2)=O)C=C1 7-(4-(8-methylquinolin-7-yl)phenoxy)hexahydroindolizin-3(2H)-one